OC[C@H]1OC[C@H]([C@H]([C@H]1O)O)N1C=NC=C1 (2R,3R,4R,5R)-2-(hydroxymethyl)-5-(1H-imidazol-1-yl)tetrahydro-2H-pyran-3,4-diol